4-methyl-2-hexenoic acid CC(C=CC(=O)O)CC